C12(CC(C1)C2)N2C=C(C1=CC=CC=C21)C2=NC(=NC=C2)NC=2C(=CC(=C(C2)NC(C=C)=O)N(C)CCN(C)C)OC N-(5-((4-(1-(bicyclo[1.1.1]pentan-1-yl)-1H-indol-3-yl)pyrimidin-2-yl)amino)-2-((2-(dimethylamino)ethyl)(methyl)amino)-4-methoxyphenyl)acrylamide